C(C)(C)(C)OC(N[C@H](C(=O)NNCCC(=O)N)CC1CC1)=O (S)-(1-(2-(3-amino-3-oxopropyl)hydrazino)-3-cyclopropyl-1-oxopropan-2-yl)carbamic acid tert-butyl ester